C1(CC1)NC(=O)N1C[C@](CC1)(OC)C=1C=C2C(=CC=NC2=CC1)N[C@H](C)C1=C(C(=CC=C1)C(F)F)F (R)-N-cyclopropyl-3-(4-(((R)-1-(3-(difluoromethyl)-2-fluorophenyl)ethyl)amino)quinolin-6-yl)-3-methoxypyrrolidine-1-carboxamide